FC(C1=NN=C(O1)C1=CC=C(S1)CN1N=NC(=C1)C1=CC=C2C(=NNC2=C1)N)F 6-[1-[[5-[5-(difluoromethyl)-1,3,4-oxadiazol-2-yl]thiophen-2-yl]methyl]triazol-4-yl]-1H-indazol-3-amine